C1(CC1)[C@H](C)N1C(C=2C(=NC(=CC2C1)C1=C(N=C(S1)NC(C)=O)C)NS(=O)(=O)C)=O (S)-N-(5-(2-(1-cyclopropylethyl)-4-(methylsulfonamido)-3-oxo-2,3-dihydro-1H-pyrrolo[3,4-c]pyridin-6-yl)-4-methylthiazol-2-yl)acetamide